N-(2-(5-(5-(2-cyclopentylethyl)-1,2,4-oxadiazol-3-yl)-1H-benzo[d]imidazol-1-yl)ethyl)-3-iodobenzamide C1(CCCC1)CCC1=NC(=NO1)C1=CC2=C(N(C=N2)CCNC(C2=CC(=CC=C2)I)=O)C=C1